[N-(trifluoromethyl sulfonyloxy)anilino] trifluoromethanesulfonate FC(S(=O)(=O)ON(C1=CC=CC=C1)OS(=O)(=O)C(F)(F)F)(F)F